1-(3-(2,3-dichlorophenyl)-1H-pyrazolo[3,4-b]pyrazin-6-yl)-4-methylpiperidine ClC1=C(C=CC=C1Cl)C1=NNC2=NC(=CN=C21)N2CCC(CC2)C